N-(5-(5-(3,3-difluorocyclobutyl)-1,2,4-oxadiazol-3-yl)-3-fluoro-2-methylphenyl)-6-(4-methylpiperazin-1-yl)imidazo[1,2-a]pyridine-3-carboxamide FC1(CC(C1)C1=NC(=NO1)C=1C=C(C(=C(C1)NC(=O)C1=CN=C2N1C=C(C=C2)N2CCN(CC2)C)C)F)F